1-(4-(2-hydroxyethyl)piperazin-1-yl)-2-methylpropan-1-one OCCN1CCN(CC1)C(C(C)C)=O